[Al].[Al].[Al].C(=O)=O carbon dioxide trialuminium